C1(CCC1)(C(=O)OCCCCC)C(=O)OCCCCC DIPENTYL CYCLOBUTANE-1,1-DICARBOXYLATE